4-dodecyl phenylsulfonate C1(=CC=CC=C1)S(=O)(=O)OC(CCC)CCCCCCCC